O=C1CC(C1)C(=O)OCC1=CC=CC=C1 benzyl 3-oxocyclobutane-1-carboxylate